[Li+].C1(=CC=CC=C1)S(=O)(=O)[O-] benzenesulfonic acid lithium salt